C12(CC3CC(CC(C1)C3)C2)C2=CC=C(C=C2)NC(=O)C2=CC=C(C=C2)NC2=C(C(=O)OC)C=CC=C2 methyl 2-((4-((4-((3R,5S)-adamantan-1-yl)phenyl)carbamoyl) phenyl) amino)benzoate